O1N=CNC1=O e-1,2,4-oxadiazol-5(4H)-one